5-(4-Fluorophenyl)-2-(pyrrolidin-2-yl)-1H-imidazole FC1=CC=C(C=C1)C1=CN=C(N1)C1NCCC1